P(OC1=C(C=C(C=C1)C(C)(C)C)C(C)(C)C)([O-])[O-] [2,4-di-t-butylphenyl] phosphite